thiolene-methacrylate S1C(=CCC1)CC(C(=O)[O-])=C